ClC1=CC=C(C=C1)C1=NN(C(C=C1)=O)CC(=O)NC1=C(C=CC=C1)OC 2-(3-(4-chlorophenyl)-6-oxopyridazin-1(6H)-yl)-N-(2-methoxyphenyl)acetamide